FC1=C(C=CC(=C1C(=O)C1=CNC2=NC=C(C=C21)C2=CC=C(C=C2)N2CC1(C2)CN(C1)CC1(CCNCC1)O)F)NS(=O)(=O)N1C[C@@H](CC1)F (3R)-N-[2,4-difluoro-3-[5-[4-[6-[(4-hydroxy-4-piperidyl)methyl]-2,6-diazaspiro[3.3]heptan-2-yl]phenyl]-1H-pyrrolo[2,3-b]pyridine-3-carbonyl]phenyl]-3-fluoro-pyrrolidine-1-sulfonamide